(1-((2-methylpyridin-4-yl)methyl)-1H-pyrazol-4-yl)methylamine hydrochloride Cl.CC1=NC=CC(=C1)CN1N=CC(=C1)CN